2,6-dimethyl-1,4-dihydropyridine-3,5-dicarboxylate CC=1NC(=C(CC1C(=O)[O-])C(=O)[O-])C